vinyl tert-butyl-benzoate C(C)(C)(C)C1=C(C(=O)OC=C)C=CC=C1